2-(3,5-dichloro-4-((2-(3-fluorophenyl)-1-oxo-1,2,3,4-tetrahydroisoquinolin-6-yl)oxy)phenyl)-3,5-dioxo-2,3,4,5-tetrahydro-1,2,4-triazine-6-carboxylic acid ClC=1C=C(C=C(C1OC=1C=C2CCN(C(C2=CC1)=O)C1=CC(=CC=C1)F)Cl)N1N=C(C(NC1=O)=O)C(=O)O